4-(5-(2-Methylpyridin-4-yl)-6-(tetrahydro-2H-pyran-4-yl)pyrrolo[3,2-f]indazol-7(1H)-yl)-N-(5-oxopyrrolidin-3-yl)benzamide CC1=NC=CC(=C1)C1=C(N(C2=C1C=C1C=NNC1=C2)C2=CC=C(C(=O)NC1CNC(C1)=O)C=C2)C2CCOCC2